(S)-3-(7-chloro-3-cyclopropyl-2-oxo-5-phenyl-2,3-dihydro-1H-benzo[e][1,4]diazepin-1-yl)propionic acid ClC1=CC2=C(N(C([C@@H](N=C2C2=CC=CC=C2)C2CC2)=O)CCC(=O)O)C=C1